C(C)(C)(C)OC(=O)N1CCN(CC1)C1=CC=C(C2=CC=CC=C12)N 4-(4-Aminonaphthalen-1-yl)piperazine-1-carboxylic acid tert-butyl ester